C(C)OC(COC(NC1=C(C=CC=C1C(C)C)C)=O)=O 2-({[2-methyl-6-(propan-2-yl)phenyl]carbamoyl}oxy)acetic acid ethyl ester